methyl (1s,4s)-6'-bromo-4-(3-chloroanilino)-2',2'-difluoro-2'H-spiro[cyclohexane-1,5'-indeno[5,6-d][1,3]dioxole]-4-carboxylate BrC=1C2(C3=CC4=C(OC(O4)(F)F)C=C3C1)CCC(CC2)(C(=O)OC)NC2=CC(=CC=C2)Cl